8'-chloro-1'-[4-(3-chloropyridin-2-yl)piperazin-1-yl]-4'H,6'H-spiro[1,3-dioxolane-2,5'-[1,2,4]triazolo[4,3-a][1]benzazepine] ClC=1C=CC2=C(CC3(CC=4N2C(=NN4)N4CCN(CC4)C4=NC=CC=C4Cl)OCCO3)C1